4,4'-bis[(4-anilino-6-morpholinyl-1,3,5-triazin-2-yl)amino]stilbene-2,2'-disulfonic acid disodium salt [Na+].[Na+].N(C1=CC=CC=C1)C1=NC(=NC(=N1)N1CCOCC1)NC=1C=C(C(=CC1)C=CC=1C(=CC(=CC1)NC1=NC(=NC(=N1)NC1=CC=CC=C1)N1CCOCC1)S(=O)(=O)[O-])S(=O)(=O)[O-]